3-chloro-4-[(1S)-1-[(4-chloro-6-methoxy-1,5-dimethyl-1H-indol-2-yl)formamido]-2-hydroxyethyl]benzoic acid ClC=1C=C(C(=O)O)C=CC1[C@@H](CO)NC(=O)C=1N(C2=CC(=C(C(=C2C1)Cl)C)OC)C